methyl (E)-3-(2-aminophenyl)prop-2-enoate NC1=C(C=CC=C1)/C=C/C(=O)OC